[3-(4-aminocinnolin-7-yl)-4-pyrazol-1-ylphenyl]boronic acid NC1=CN=NC2=CC(=CC=C12)C=1C=C(C=CC1N1N=CC=C1)B(O)O